5-(3-methoxy-4-(4-(piperidin-4-ylmethyl)piperazine-1-carbonyl)phenyl)-1,3-dimethylpyridin-2(1H)-one TFA salt OC(=O)C(F)(F)F.COC=1C=C(C=CC1C(=O)N1CCN(CC1)CC1CCNCC1)C=1C=C(C(N(C1)C)=O)C